N-(3-cyclopropyl-1-(6-(1,1-difluoroethyl)-4-(oxetan-3-yl)pyridin-2-yl)-1H-pyrazolo[4,3-c]pyridin-6-yl)acetamide C1(CC1)C1=NN(C2=C1C=NC(=C2)NC(C)=O)C2=NC(=CC(=C2)C2COC2)C(C)(F)F